Cl.COC(=O)C1CNCC(C1)(F)F 5,5-difluoropiperidine-3-carboxylic acid methyl ester hydrochloride